ClCCC=1C=C(C=NC1)C=1OC=NN1 5-(chloroethyl)-3-pyridyl-1,3,4-oxadiazole